C(CCCCCCCCCCCCCCCC)O Heptadecyl alcohol